t-hexyl methyl ether COC(C)(C)CCC